ClC=1N=NC(=CC1[C@@H]1[C@H](C1)CF)Cl 3,6-Dichloro-4-((1S,2S)-2-(fluoromethyl)cyclopropyl)pyridazine